ClCC(=O)N(CC1=C(C=C(C=C1)F)C(F)(F)F)C1=CC(=CC(=C1)OC)OC 2-chloro-N-(3,5-dimethoxyphenyl)-N-[[4-fluoro-2-(trifluoro-methyl)phenyl]methyl]acetamide